(5-(6,7-bis(2-methoxyethoxy)quinazolin-4-yl)pyridin-2-yl)-1-(2-fluorophenyl)-2-oxo-1,2,4,5,6,7-hexahydropyrazolo[1,5-a]pyridine-3-carboxamide COCCOC=1C=C2C(=NC=NC2=CC1OCCOC)C=1C=CC(=NC1)C1C=2N(CCC1)N(C(C2C(=O)N)=O)C2=C(C=CC=C2)F